NC=1S[C@@H](C[C@@](N1)(C)C1=C(C=CC(=C1)\C=C(/F)\C1=NC=C(C=C1)C#N)F)C (4S,6R)-2-Amino-4-(5-((Z)-2-(5-cyanopyridin-2-yl)-2-fluorovinyl)-2-fluorophenyl)-4,6-dimethyl-5,6-dihydro-4H-1,3-thiazin